N-methyl-N-(3-oxo-4-((S)-1-trityl-aziridine-2-carbonyl)piperazine-1-carbonyl)-L-valine benzyl ester C(C1=CC=CC=C1)OC([C@@H](N(C(=O)N1CC(N(CC1)C(=O)C1[N@](C1)C(C1=CC=CC=C1)(C1=CC=CC=C1)C1=CC=CC=C1)=O)C)C(C)C)=O